CC(CCC(C)C)NC1=CC=C(C=C1)N dl-1,4-dimethylpentyl-1,4-phenylenediamine